pyrrolo[2,3-d]Pyrimidin-4-amine N1C=NC(=C2C1=NC=C2)N